O=C1N(C2=CC=C(C=3C2=C1C=CC3)CC3CCNCC3)C3C(NC(CC3)=O)=O 3-(2-oxo-6-(piperidin-4-ylmethyl)benzo[cd]indol-1(2H)-yl)piperidine-2,6-dione